NCCCCCCO 1-amino-6-hexanol